Spiro[chromane-4,3'-piperidin]-1'-ium chloride [Cl-].[NH2+]1CC2(CCC1)CCOC1=CC=CC=C12